tert-Butyl 2-{[2-(2,6-dioxopiperidin-3-yl)-1-oxo-2,3-dihydro-1H-isoindol-5-yl]oxy}acetate O=C1NC(CCC1N1C(C2=CC=C(C=C2C1)OCC(=O)OC(C)(C)C)=O)=O